2-(4-(methyl-sulfonyl)-1,4-diazepane-1-carbonyl)anthracene-9,10-dione CS(=O)(=O)N1CCN(CCC1)C(=O)C1=CC=2C(C3=CC=CC=C3C(C2C=C1)=O)=O